FC(C1=NN=C(O1)C1=CC(=C(CN(C(=O)C2(CCN(CC2)C(C)C)F)C2=CC=CC=C2)C=C1)F)F N-(4-(5-(difluoromethyl)-1,3,4-oxadiazol-2-yl)-2-fluorobenzyl)-4-fluoro-1-isopropyl-N-phenylpiperidine-4-carboxamide